N-(tert-butyl)-2-phenylimidazo[1,2-a]pyridin-3-amine C(C)(C)(C)NC1=C(N=C2N1C=CC=C2)C2=CC=CC=C2